BrCC1=C(C=CC=C1)C1=CC=C(C=C1)Cl 2-(bromomethyl)-4'-chloro-1,1'-biphenyl